CN1N=CC(=C1)N1C[C@@H](CCC1)NC1=NC=NC(=C1)N1CCOCC1 (R)-N-(1-(1-methyl-1H-pyrazol-4-yl)piperidin-3-yl)-6-morpholinopyrimidin-4-amine